3-iodo-4-methoxybenzamide IC=1C=C(C(=O)N)C=CC1OC